dihydro-[1,2,3]triazolo[1,5-a]pyrazine-3,5(4H)-dicarboxamide N1NC(=C2N1C=CN(C2)C(=O)N)C(=O)N